CN(C(COC=1C=NC(=NC1)NC1CCC(CC1)OC1=NC2=CC(=NC=C2C=C1C(=O)O)N1CCOCC1)=O)C (((1s,4s)-4-((5-(2-(dimethylamino)-2-oxoethoxy)pyrimidin-2-yl)amino)cyclohexyl)oxy)-7-morpholino-1,6-naphthyridine-3-carboxylic acid